6,7-dichloro-3-((2-chloropyridin-4-yl)methyl)-1,3,4,9-tetrahydro-[1,2,6]thiadiazino[4,3-g]indole 2,2-dioxide ClC=1C=2C(=CNC2C2=C(C1)CN(S(N2)(=O)=O)CC2=CC(=NC=C2)Cl)Cl